C(C1=CC=CC=C1)(=O)O[C@@H]1[C@H](O[C@@]([C@@H]1O)(C#N)C1=CC=C2C(=NC=NN21)N)CO[Si](C2=CC=CC=C2)(C2=CC=CC=C2)C(C)(C)C (2R,3S,4R,5R)-5-(4-aminopyrrolo[2,1-f][1,2,4]triazin-7-yl)-2-(((tert-butyldiphenylsilyl)oxy)methyl)-5-cyano-4-hydroxytetrahydrofuran-3-yl benzoate